C1(=CC=CC=C1)C1=C(C(=CC(=C1)S(=O)(=O)[O-])C1=CC=CC=C1)C=1C2=CC=C(N2)C(=C2C=CC(C(=C3C=CC(=C(C=4C=CC1N4)C4=C(C=C(C=C4C4=CC=CC=C4)S(=O)(=O)[O-])C4=CC=CC=C4)N3)C3=C(C=C(C=C3C3=CC=CC=C3)S(=O)(=O)[O-])C3=CC=CC=C3)=N2)C2=C(C=C(C=C2C2=CC=CC=C2)S(=O)(=O)[O-])C2=CC=CC=C2 5,10,15,20-tetrakis(2,6-diphenyl-4-(sulfonato)phenyl)porphyrin